C1(CC1)C=1C=NN(C1)[C@@H]1[C@H](CC1)C=1NC(C2=C(N1)N(N=C2C#N)[C@H](C)C=2C=NC(=CC2)C(F)(F)F)=O 6-((1S,2S)-2-(4-cyclopropyl-1H-pyrazol-1-yl)cyclobutyl)-4-oxo-1-((R)-1-(6-(trifluoromethyl)pyridin-3-yl)ethyl)-4,5-dihydro-1H-pyrazolo[3,4-d]pyrimidine-3-carbonitrile